1-phenyl-5H-pyrazolo[3,4-d]Pyrimidin-4-one C1(=CC=CC=C1)N1N=CC2=C1N=CNC2=O